C(C)(C)(C)N(C([O-])=O)[C@@H](CO)C1=CC=C(C=C1)C=1C(=NOC1C)C.FC1=C(C(=C(C(=C1[B-](C1=C(C(=C(C(=C1F)F)F)F)F)(C1=C(C(=C(C(=C1F)F)F)F)F)C1=C(C(=C(C(=C1F)F)F)F)F)F)F)F)F.C(C)(=O)C1=CC=C(C=C1)C1=CC=C(C=C1)S[S+](SC1=CC=C(C=C1)C1=CC=C(C=C1)C(C)=O)SC1=CC=C(C=C1)C1=CC=C(C=C1)C(C)=O.C(C)(=O)C1=CC=C(C=C1)C1=CC=C(C=C1)S[S+](SC1=CC=C(C=C1)C1=CC=C(C=C1)C(C)=O)SC1=CC=C(C=C1)C1=CC=C(C=C1)C(C)=O tris(4-(4-acetylphenyl)phenylthio)sulfonium tetrakis(pentafluorophenyl)borate tert-butyl-(R)-(1-(4-(3,5-dimethylisoxazol-4-yl)phenyl)-2-hydroxyethyl)carbamate